methyl (R)-1-octanoyl-5-oxopiperazine-2-carboxylate C(CCCCCCC)(=O)N1[C@H](CNC(C1)=O)C(=O)OC